O1C(=CC=C1)CN1CCC(CC1)C1(C(CCC1)O)O (1-(furan-2-ylmethyl)piperidin-4-yl)cyclopentane-1,2-diol